OC(CC1=NN=CN1C)C=1C=C(C=CC1)N1C(C2=CC=CC(=C2C1)C(F)(F)F)=O 2-[3-[1-hydroxy-2-(4-methyl-1,2,4-triazol-3-yl)ethyl]phenyl]-4-(trifluoromethyl)isoindolin-1-one